3-(3-fluoro-4-methoxyphenyl)-5-oxo-5-(3-(2-(5,6,7,8-tetrahydro-1,8-naphthyridin-2-yl)ethyl)azetidin-1-yl)pentanoic acid FC=1C=C(C=CC1OC)C(CC(=O)O)CC(N1CC(C1)CCC1=NC=2NCCCC2C=C1)=O